ClC1=C(C=CC(=C1)NC(NCC=1C=C2CN(C(C2=CC1)=O)C1C(NC(CC1)=O)=O)=O)CCOCCN(C(OC(C)(C)C)=O)C tert-butyl N-[2-(2-[2-chloro-4-[([[2-(2,6-dioxopiperidin-3-yl)-1-oxo-3H-isoindol-5-yl]methyl]carbamoyl)amino]phenyl]ethoxy)ethyl]-N-methylcarbamate